C(C)(C)(C)NC1=NC(=CC2=CN=C(C=C12)N=C(C1=CC=CC=C1)C1=CC=CC=C1)C#N 1-(tert-butylamino)-7-((diphenylmethylene)amino)-2,6-naphthyridine-3-carbonitrile